FC1=C(C=CC=C1)C=1C=NC=2CCN(CC2C1)C1=C(C(=CN=N1)C)C 6-[3-(2-fluorophenyl)-7,8-dihydro-5H-1,6-naphthyridin-6-yl]-4,5-dimethyl-pyridazine